tert-butyl 4-((1-(3-(2,6-bis(benzyloxy)pyridin-3-yl)-1-methyl-1H-indazol-7-yl)-3,3-difluoropiperidin-4-yl)methyl)piperazine-1-carboxylate C(C1=CC=CC=C1)OC1=NC(=CC=C1C1=NN(C2=C(C=CC=C12)N1CC(C(CC1)CN1CCN(CC1)C(=O)OC(C)(C)C)(F)F)C)OCC1=CC=CC=C1